O=C1C(C(CC1)CC(F)(F)F)C(=O)OCC ethyl 2-oxo-5-(2,2,2-trifluoroethyl)cyclopentane-1-carboxylate